C(C)(=O)O[Si](C)(C)OC(C)=O diacetoxydimethylsilane